(+)-2-(3-chlorophenyl)-2-({4-[(2-imino-2,3-dihydro-1,3-oxazol-3-yl)methyl]-1H-1,3-benzodiazol-2-yl}amino)propan-1-ol ClC=1C=C(C=CC1)C(CO)(C)NC1=NC2=C(N1)C=CC=C2CN2C(OC=C2)=N